C[C@H]1N(CC(NC1)C=1C=C(C=CC1)C)C(=O)C1(CC1)C(F)(F)F ((2R)-2-methyl-5-(m-tolyl)piperazin-1-yl)(1-(trifluoromethyl)cyclopropyl)methanone